ClC=1C(=CC(=C(C1)S(=O)(=O)NC=1SC=CN1)F)NC1(CCC1)C1=CC(=CC=C1)F 5-chloro-2-fluoro-4-((1-(3-fluorophenyl)cyclobutyl)amino)-N-(thiazol-2-yl)benzenesulfonamide